C1(CCCCCCC1)NCCS(=O)(=O)O 2-cyclooctylaminoethane-1-sulfonic acid